methyl N6-cinnamoyl-N2-((E)-2-methylbut-2-enoyl)lysinate C(C=CC1=CC=CC=C1)(=O)NCCCC[C@H](NC(\C(=C\C)\C)=O)C(=O)OC